CC1=CC(OC1=O)OC=CC#N 3-((4-methyl-5-oxo-2,5-dihydrofuran-2-yl)oxy)-2-propenenitrile